NC(C=1C=C2C(=CC(N(C2=CC1)C)=O)C1=CC(=CC=C1)Cl)(C1=CN=CN1C)C1=CC=C(C=C1)Cl (+)-6-[amino(4-chlorophenyl)(1-methyl-1H-imidazol-5-yl)methyl]-4-(3-chlorophenyl)-1-methyl-2(1H)-quinolinone